C(C=C)N1N(C2=NC(=NC=C2C1=O)NC1=CC(=C(C=C1)N1CCN(CC1)C)C)C1=NC=2[C@](CCCC2C=C1)(C)O |r| rac-2-allyl-1-(8-hydroxy-8-methyl-5,6,7,8-tetrahydroquinolin-2-yl)-6-((3-methyl-4-(4-methylpiperazin-1-yl)phenyl)amino)-1,2-dihydro-3H-pyrazolo[3,4-d]Pyrimidin-3-one